methyl 5-bromo-2-(4-methoxybenzyl)-2H-1,2,3-triazole-4-carboxylate BrC=1C(=NN(N1)CC1=CC=C(C=C1)OC)C(=O)OC